ethyl-4-{2-[(5-fluoropyridin-2-yl)amino]-2-oxoethyl}-6-[2-(morpholin-4-yl)ethyl]-5,8-dioxo-5,6,7,8-tetrahydro-4H-pyrazolo[1,5-a]pyrrolo[3,4-d]pyrimidine C(C)C1=NN2C(N(C3=C(C2=O)CN(C3=O)CCN3CCOCC3)CC(=O)NC3=NC=C(C=C3)F)=C1